1,4-Bis(dimethoxyphenylsilyl)benzene CO[Si](C1=CC=C(C=C1)[Si](C1=CC=CC=C1)(OC)OC)(C1=CC=CC=C1)OC